C(C)(C)(C)OC(=O)N1C[C@H]([C@@H](CC1)SC(C)=O)C(F)(F)F trans-4-(acetylthio)-3-(trifluoromethyl)piperidine-1-carboxylic acid tert-butyl ester